2,4-bis[(octylthio)methyl]-o-cresol C(CCCCCCC)SCC1(CC(=CC=C1O)CSCCCCCCCC)C